COC1=CC=C(C=C1)N(C=1C2=C(N=C(N1)N)CC(C2)C)C N4-(4-Methoxyphenyl)-N4,6-dimethyl-6,7-dihydro-5H-cyclopenta[d]pyrimidine-2,4-diamine